FC1=C(C=C(C(=C1)C)C1=NC=C(C=N1)F)NC(=O)N1[C@@H]2C[C@H](C[C@]1(C2)C=2OC(=NN2)C)C (1S,3R,5R)-N-(2-fluoro-5-(5-fluoropyrimidin-2-yl)-4-methylphenyl)-3-methyl-1-(5-methyl-1,3,4-oxadiazol-2-yl)-6-azabicyclo[3.1.1]heptane-6-carboxamide